5H,6H,7H-pyrrolo[3,4-b]pyridine dihydrochloride Cl.Cl.N1=C2C(=CC=C1)CNC2